The molecule is a beta-D-galactopyranoside having a 4-nitrophenyl substituent at the anomeric position. It has a role as an affinity label. It is a beta-D-galactoside and a monosaccharide derivative. C1=CC(=CC=C1[N+](=O)[O-])O[C@H]2[C@@H]([C@H]([C@H]([C@H](O2)CO)O)O)O